C12CN(CC(CCC1)N2)C2=CC(=C(C=C2)NC(=O)C=2C(=CC=1N(C2)C=C(N1)C)OC)F N-(4-(3,9-diazabicyclo[3.3.1]nonan-3-yl)-2-fluorophenyl)-7-methoxy-2-methylimidazo[1,2-a]pyridine-6-carboxamide